5-[5,7-difluoro-2-(4-fluorophenyl)-1H-indol-3-yl]-1,3,4-oxadiazole-2-carboxylic acid FC=1C=C2C(=C(NC2=C(C1)F)C1=CC=C(C=C1)F)C1=NN=C(O1)C(=O)O